2,6-diethoxy-4-pyridinecarbonyl chloride C(C)OC1=NC(=CC(=C1)C(=O)Cl)OCC